C[C@]12[C@H]3CC([C@@H]3CC[C@]([C@@H](CC1)O)(O2)C)(C)C (1R,2S,5R,8R,9R)-1,4,4,8-tetramethyl-12-oxatricyclo[6.3.1.02,5]dodecane-9-ol